p-methoxycarbonyloxyphenyl-benzyl-methyl-sulfonium phenyl-tris(pentafluorophenyl)borate C1(=CC=CC=C1)[B-](C1=C(C(=C(C(=C1F)F)F)F)F)(C1=C(C(=C(C(=C1F)F)F)F)F)C1=C(C(=C(C(=C1F)F)F)F)F.COC(=O)OC1=CC=C(C[S+](C)C2=CC=CC=C2)C=C1